(Cis)-6-(4-(3-(5-(Difluoromethoxy)pyridin-3-yl)-1-isopropyl-1H-pyrazol-5-yl)cyclohexyl)-2-thia-6-azaspiro[3.4]octane 2,2-dioxide FC(OC=1C=C(C=NC1)C1=NN(C(=C1)[C@H]1CC[C@H](CC1)N1CC2(CS(C2)(=O)=O)CC1)C(C)C)F